C(C(=C)C)(=O)OCC(C)C iso-Butyl methacrylate